BrC1=CN=C(C=2N1C=NC2)N(CC2=CC=C(C=C2)OC)CC2=C(C=C(C=C2)OC)OC 5-bromo-N-(2,4-dimethoxybenzyl)-N-(4-methoxybenzyl)imidazo[1,5-a]pyrazin-8-amine